N1C=CC=2C1=NC=C(C2)C=2C=NN1C2C=C(C=C1)C(=O)N1CCCCC1 (3-(1H-pyrrolo[2,3-b]pyridin-5-yl)pyrazolo[1,5-a]pyridin-5-yl)(piperidin-1-yl)methanone